N1=NB=CC=C1 diazaborinine